((5-methyl-4-oxo-4,5,6,7-tetrahydropyrazolo[1,5-a]pyrazin-2-yl)amino)pyridazine-3-carboxamide CN1C(C=2N(CC1)N=C(C2)NC2=C(N=NC=C2)C(=O)N)=O